NC1=NC(=CC(=N1)N1CCC(CC1)N(CC1=CC(=CC=C1)N1CCCC1)CCCCCCOCCOCCOCCCCCC(=O)NC1=C2C(N(C(C2=CC=C1)=O)C1C(NC(CC1)=O)=O)=O)C 2-(1-(2-amino-6-methylpyrimidin-4-yl)piperidin-4-yl)-N-(2-(2,6-dioxopiperidin-3-yl)-1,3-dioxoisoindolin-4-yl)-1-(3-(pyrrolidin-1-yl)phenyl)-9,12,15-trioxa-2-azahenicosan-21-amide